CC1=CC=C(C=C1)C1=CC=C(C=C1)[S+](C1=CC=CC=C1)C1=CC=CC=C1 (4'-methyl-[1,1'-biphenyl]-4-yl)diphenyl-sulfonium